1,1,1-tri-fluoro-N-phenyl-N-((trifluoromethyl)sulfonyl)methanesulfonamide FC(S(=O)(=O)N(S(=O)(=O)C(F)(F)F)C1=CC=CC=C1)(F)F